C(C)(C)(C)C1=CC=C(CNC(=S)NCC2=CC=C(C=C2)NS(=O)(=O)C)C=C1 N-(4-tert-butylbenzyl)-N'-[4-(methylsulfonylamino)benzyl]thiourea